N-((5-chloro-6-hydroxy-1H-indol-2-yl)methyl)-1-methylcyclopropane-1-carboxamide ClC=1C=C2C=C(NC2=CC1O)CNC(=O)C1(CC1)C